C(=O)O.C1(CC1)C1=CC(=C(C=C1)C1=C2C(=C(N=N1)N[C@H]1CN(CCC1)C)C=NC=C2)OC(F)F 1-[4-cyclopropyl-2-(difluoromethoxy)phenyl]-N-[(3R)-1-methylpiperidin-3-yl]pyrido[3,4-d]pyridazin-4-amine formate